O1CCOC2=C1C=CC=C2C2=CC=C(C(=N2)OC)NC2=CC=C(C(=O)NCC1CCNCC1)C=C2 4-[6-(2,3-Dihydro-benzo[1,4]dioxin-5-yl)-2-methoxy-pyridin-3-ylamino]-N-piperidin-4-ylmethyl-benzamide